NC(C=1C=CC(=NC1)N(C)C(C)C)C1=CC=CC=C1 5-(amino(phenyl)methyl)-N-isopropyl-N-methylpyridin-2-amine